6-[(2R,4S)-4-fluoro-2-[3-fluoro-5-(methylsulfanyl)phenyl]pyrrolidin-1-yl]-N-{1-[(3-hydroxyphenyl)methyl]azetidin-3-yl}imidazo[1,2-b]pyridazine-3-carboxamide F[C@H]1C[C@@H](N(C1)C=1C=CC=2N(N1)C(=CN2)C(=O)NC2CN(C2)CC2=CC(=CC=C2)O)C2=CC(=CC(=C2)SC)F